O=C1NC(CCC1N1C(C2=CC=CC(=C2C1=O)NCCCCCCCCN1CCN(CC1)C1=CC(=C(C=C1)NC1=NC=C(C(=C1)NC1=C(C(=O)NC)C=CC=C1)C(F)(F)F)OC)=O)=O 2-((2-((4-(4-(8-((2-(2,6-dioxopiperidin-3-yl)-1,3-dioxoisoindolin-4-yl)amino)octyl)piperazin-1-yl)-2-methoxyphenyl)amino)-5-(trifluoromethyl)pyridin-4-yl)amino)-N-methylbenzamide